S1C(=NC2=C1C=CC=C2)C=2C=C(C=NC2)N 5-(benzo[d]thiazol-2-yl)pyridin-3-amine